(E)-3-(3-chlorophenyl)-1-(4-methoxy-2-(3,4,5-trimethoxyphenoxy)phenyl)prop-2-en-1-one ClC=1C=C(C=CC1)/C=C/C(=O)C1=C(C=C(C=C1)OC)OC1=CC(=C(C(=C1)OC)OC)OC